ClC1=CC=C(C=C1)C1=NN=NN1CC1=C(C=C(C=C1)C1=NOC(=N1)C(F)(F)F)F 3-[4-[[5-(4-chlorophenyl)tetrazol-1-yl]methyl]-3-fluoro-phenyl]-5-(trifluoromethyl)-1,2,4-oxadiazole